N-((cis)-4-(4-(5-(2,3-Dihydro-1H-inden-4-yl)-6-methoxy-1H-pyrazolo[4,3-b]pyridin-3-yl)-1H-pyrazol-1-yl)cyclohexyl)acetamide C1CCC2=C(C=CC=C12)C1=C(C=C2C(=N1)C(=NN2)C=2C=NN(C2)[C@H]2CC[C@H](CC2)NC(C)=O)OC